methyl (S)-3-cyclohexyl-2-(2-(3-(3-((dicyclopropylmethyl)carbamoyl)-1H-pyrazol-5-yl)phenyl)oxazole-5-carboxamido)propanoate C1(CCCCC1)C[C@@H](C(=O)OC)NC(=O)C1=CN=C(O1)C1=CC(=CC=C1)C1=CC(=NN1)C(NC(C1CC1)C1CC1)=O